tert-butyl 2-(prop-2-en-1-oxy)acetate C(C=C)OCC(=O)OC(C)(C)C